NC1=C(C(=O)NC(C)(C)C#N)C=C(C=C1Cl)Cl 2-amino-3,5-dichloro-N-(2-cyano-2-propyl)benzamide